O=C1N(C(C=C1)=O)CC(=O)NCCC(=O)O N-[(2,5-dioxo-2,5-dihydro-1H-pyrrol-1-yl)acetyl]-beta-alanine